3-[(3-fluoro-1-methylpiperidin-4-yl)oxy]-5-(5-methyl-1,3-thiazol-2-yl)-N-{(1R)-1-[2-(trifluoromethyl)pyrimidin-5-yl]ethyl}benzamide FC1CN(CCC1OC=1C=C(C(=O)N[C@H](C)C=2C=NC(=NC2)C(F)(F)F)C=C(C1)C=1SC(=CN1)C)C